C(CCC)S(=O)(=O)[O-] butyl-sulfonate